[(3aS,4R,6aR)-4-[(6-Bromo-3-pyridazinyl)amino]hexahydrocyclopenta[c]pyrrol-2(1H)-yl][2-(dimethylamino)thieno[2,3-d][1,3]thiazol-5-yl]methanone BrC1=CC=C(N=N1)N[C@@H]1CC[C@H]2CN(C[C@H]21)C(=O)C2=CC1=C(N=C(S1)N(C)C)S2